ClC1=C(C=CC2=C1C(=NCC=1N2C=NN1)C1=C(C=CC=C1F)F)C(F)(F)F 7-chloro-6-(2,6-difluorophenyl)-8-(trifluoromethyl)-4H-[1,2,4]Triazolo[4,3-a][1,4]Benzodiazepine